2-(3-methyl-4-hydroxyphenoxy)-5-fluorobenzamide CC=1C=C(OC2=C(C(=O)N)C=C(C=C2)F)C=CC1O